NC1=NC=2C=C(C(=CC2C2=C1COC2)C(=O)N(C)CC2=C(C=C(C=C2)S(F)(F)(F)(F)F)O)F 4-amino-7-fluoro-N-(2-hydroxy-4-(pentafluoro-lambda~6~-sulfanyl)benzyl)-N-methyl-1,3-dihydrofuro[3,4-c]quinoline-8-carboxamide